ClC1=C(C=CC(=C1)C)S(=O)(=O)N1CCC2(CC(CO2)N2CC(C2)(O)C)CC1 1-(8-((2-Chloro-4-methylphenyl)sulfonyl)-1-oxa-8-azaspiro[4.5]decan-3-yl)-3-methylazetidin-3-ol